6-[3-fluoro-5-(trifluoromethyl)phenyl]-3-methyl-1-(pyridazin-3-ylmethyl)imidazo[4,5-b]pyridin-2-one FC=1C=C(C=C(C1)C(F)(F)F)C=1C=C2C(=NC1)N(C(N2CC=2N=NC=CC2)=O)C